Cl.C(C1=CC=CC=C1)C1N=C2SC=C(N2C1)CCl 6-benzyl-3-(chloromethyl)-5,6-dihydroimidazo[2,1-b]Thiazole hydrochloride